ClC1=C(C=CC=C1)C1=CC(=CC(N1)=O)C1=CC(=NC=C1)NC1=NC(=NC=C1)C 6-(2-chlorophenyl)-4-[2-[(2-methylpyrimidin-4-yl)amino]-4-pyridinyl]-1H-pyridin-2-one